C(C1=CC=CC=C1)OC1=C2C(=C3C(CN(C3=C1)C(=O)OC(C)(C)C)CCl)N=C(O2)C tert-butyl 4-(benzyloxy)-8-(chloromethyl)-2-methyl-7,8-dihydro-6H-oxazolo[4,5-e]indole-6-carboxylate